glucosyl-5-hydroxymethylcytosine C1([C@H](O)[C@@H](O)[C@H](O)[C@H](O1)CO)NC1=NC(NC=C1CO)=O